benzyl (1-(tert-butyl)-3-((2S,4S)-4-((tert-butyldimethylsilyl)oxy)tetrahydrofuran-2-yl)-1H-pyrazol-5-yl)carbamate C(C)(C)(C)N1N=C(C=C1NC(OCC1=CC=CC=C1)=O)[C@H]1OC[C@H](C1)O[Si](C)(C)C(C)(C)C